(7-(5-(7-Ethyl-7H-imidazo[4,5-c]pyridazin-4-yl)-2-fluorophenyl)-6-methoxyimidazo[1,5-a]pyridin-3-yl)(morpholino)methanone C(C)N1C=NC2=C1N=NC=C2C=2C=CC(=C(C2)C2=CC=1N(C=C2OC)C(=NC1)C(=O)N1CCOCC1)F